(trans)-5-(4-(trifluoromethyl)phenyl)-6,6a,7,8,9,10-hexahydro-5H-pyrido[1,2-a]quinoxaline-8-carboxylic acid FC(C1=CC=C(C=C1)N1C[C@H]2N(C=3C=CC=CC13)CC[C@H](C2)C(=O)O)(F)F